N-(4-(2-chloro-5-fluorophenyl)-1-(methylcarbamoyl)-6-oxo-4,5,6,7-tetrahydro-1H-pyrazolo[4,3-c]pyridin-3-yl)-5-fluorobenzo[d]isothiazole-3-carboxamide ClC1=C(C=C(C=C1)F)C1NC(CC2=C1C(=NN2C(NC)=O)NC(=O)C2=NSC1=C2C=C(C=C1)F)=O